COCC=1N=C2N(N=C(C(=C2)C)N2CC=3C=C(C=NC3CC2)C=2C=NC=CC2)C(C1)=O 2-(methoxymethyl)-8-methyl-7-(3-(pyridin-3-yl)-7,8-dihydro-1,6-naphthyridin-6(5H)-yl)-4H-pyrimido[1,2-b]pyridazin-4-one